N1CC(C1)CN1CC(C1)CCNC(=O)C1=C(C=C(C=C1)NC(=O)C=1N(C(=CN1)C1=C(C(=C(C=C1)OC(F)F)F)F)C)Cl N-[4-[2-[1-(azetidin-3-ylmethyl)azetidin-3-yl]ethylcarbamoyl]-3-chloro-phenyl]-5-[4-(difluoromethoxy)-2,3-difluoro-phenyl]-1-methyl-imidazole-2-carboxamide